(2R,3S,5R)-5-(2-Amino-6-ethoxy-9H-purin-9-yl)-2-ethynyl-2-(hydroxymethyl)tetrahydrothiophen-3-ol NC1=NC(=C2N=CN(C2=N1)[C@H]1C[C@@H]([C@](S1)(CO)C#C)O)OCC